5,8-dibromo-6,7-difluoroquinoxaline BrC1=C2N=CC=NC2=C(C(=C1F)F)Br